(2-((7-Bromoheptyl)oxy)-4-(3-cyano-6-(1-(2-hydroxyethyl)-1H-pyrazol-4-yl)pyrazolo[1,5-a]pyridin-4-yl)phenyl)carbamic acid tert-butyl ester C(C)(C)(C)OC(NC1=C(C=C(C=C1)C=1C=2N(C=C(C1)C=1C=NN(C1)CCO)N=CC2C#N)OCCCCCCCBr)=O